tert-Butyl 2-[[tert-butyl(diphenyl)silyl]oxymethyl]-3-isopropyl-6-(4,4,5,5-tetramethyl-1,3,2-dioxaborolan-2-yl)-3,4-dihydro-2H-pyridine-1-carboxylate [Si](C1=CC=CC=C1)(C1=CC=CC=C1)(C(C)(C)C)OCC1N(C(=CCC1C(C)C)B1OC(C(O1)(C)C)(C)C)C(=O)OC(C)(C)C